(S)-7-(1-amino-1,3-dihydrospiro[indene-2,4'-piperidin]-1-yl)-3-(2,3-dichlorophenyl)quinazoline-2,4(1H,3H)-dione N[C@]1(C2=CC=CC=C2CC12CCNCC2)C2=CC=C1C(N(C(NC1=C2)=O)C2=C(C(=CC=C2)Cl)Cl)=O